CC(COC1=CC=CC2=COC=C12)C 7-(2-methylpropyloxy)isobenzofuran